CC(C(=O)NCC=1C=CC(=C(C(=O)NC2=C3C=NN(C3=CC=C2)C2=CC(=C(C=C2)C)C(F)(F)F)C1)C(F)(F)F)(C)C 5-{[(2,2-Dimethylpropanoyl)amino]methyl}-N-{1-[4-methyl-3-(trifluoromethyl)phenyl]-1H-indazol-4-yl}-2-(trifluoromethyl)benzamide